N-[(6-Amino-2-pyridyl)sulfonyl]-6-[6-(2-ethoxyethoxy)-5-methyl-3-pyridyl]-2-[(4S)-2,2,4-trimethylpyrrolidin-1-yl]pyridin-3-carboxamid NC1=CC=CC(=N1)S(=O)(=O)NC(=O)C=1C(=NC(=CC1)C=1C=NC(=C(C1)C)OCCOCC)N1C(C[C@@H](C1)C)(C)C